ethyl-rac-(3S)-1-[2-(2-oxo-4-phenyl-chromen-7-yl)oxypropanoyl]piperidine C(C)C1N(CCCC1)C(C(C)OC1=CC=C2C(=CC(OC2=C1)=O)C1=CC=CC=C1)=O